ClC1=CC=C(C=C1)[C@H](C(=O)N1CCN(CC1)C=1C2=C(N=CN1)[C@@H](C[C@H]2C)O)CN2CCC(CC2)NC (S)-2-(4-chlorophenyl)-1-(4-((5R,7R)-7-hydroxy-5-methyl-6,7-dihydro-5H-cyclopenta[d]pyrimidin-4-yl)piperazin-1-yl)-3-(4-(methylamino)piperidin-1-yl)propan-1-one